NC1(CCN(CC1)C1=NC(=C2C(=N1)NN=C2C2=C(C(=NC=C2)Cl)Cl)C(=O)N)C2=CC=CC=C2 6-(4-Amino-4-phenylpiperidin-1-yl)-3-(2,3-dichloropyridin-4-yl)-1H-pyrazolo[3,4-d]pyrimidine-4-carboxamide